CN(C(CC1OC2=C(C(NC1(C(=O)N[C@@H](C)C1=CC=CC=C1)C)=O)OC1=C2C=CC(=C1)B1OC(C(O1)(C)C)(C)C)=O)C (2-(dimethylamino)-2-oxoethyl)-3-methyl-5-oxo-N-((S)-1-phenylethyl)-8-(4,4,5,5-tetramethyl-1,3,2-dioxaborolan-2-yl)-2,3,4,5-tetrahydrobenzofuro[2,3-f][1,4]oxazepine-3-carboxamide